C1(CC1)CCN1N=CC(=N1)C(=O)OCC Ethyl 2-(2-cyclopropylethyl)-2H-1,2,3-triazole-4-carboxylate